di(tridecan-7-yl) 10-(3-(butyldisulfaneyl)-N-(3-(pyrrolidin-1-yl)propyl)propanamido)nonadecanedioate C(CCC)SSCCC(=O)N(CCCN1CCCC1)C(CCCCCCCCC(=O)OC(CCCCCC)CCCCCC)CCCCCCCCC(=O)OC(CCCCCC)CCCCCC